2-[4-[[(1r,3s)-3-hydroxycyclopentyl]amino]phthalazin-1-yl]-5-methylsulfonyl-phenol O[C@@H]1C[C@@H](CC1)NC1=NN=C(C2=CC=CC=C12)C1=C(C=C(C=C1)S(=O)(=O)C)O